4-fluoro-2-isopropyl-6-(2-(trifluoromethyl)pyridin-4-yl)aniline tert-butyl-(5-bromo-7-(N-(1-methylcyclopropyl)sulfamoyl)quinolin-2-yl)(tert-butoxycarbonyl)carbamate C(C)(C)(C)CC(C)(C)OC(=O)N(C(O)=O)C1=NC2=CC(=CC(=C2C=C1)Br)S(NC1(CC1)C)(=O)=O.FC1=CC(=C(N)C(=C1)C1=CC(=NC=C1)C(F)(F)F)C(C)C